7-(2-(2,4-difluorophenoxy)-5-(ethylsulfonamido)phenyl)-N-ethyl-5-methyl-4-oxo-4,5-dihydrofuro[3,2-c]pyridine-2-carboxamide FC1=C(OC2=C(C=C(C=C2)NS(=O)(=O)CC)C=2C3=C(C(N(C2)C)=O)C=C(O3)C(=O)NCC)C=CC(=C1)F